CC1=NC(=CC(=C1)C=1NC2=CC(=CC=C2C1C)C=1C=CC(=NC1)C=1CCNCC1)C 2-(2,6-dimethylpyridin-4-yl)-3-methyl-6-(1',2',3',6'-tetrahydro-[2,4'-bipyridin]-5-yl)-1H-indole